N-[(1R)-1-(1-naphthyl)ethyl]-2-(3-oxo-3-piperazin-1-yl-propyl)benzamide hydrochloride salt Cl.C1(=CC=CC2=CC=CC=C12)[C@@H](C)NC(C1=C(C=CC=C1)CCC(N1CCNCC1)=O)=O